FC(CN1N=NC(=C1)C(=O)NCC(F)(F)F)CCC=1SC(=NN1)NC(CC1=CC(=CC=C1)OC(F)(F)F)=O 1-[2-fluoro-4-(5-{2-[3-(trifluoromethoxy)phenyl]acetamido}-1,3,4-thiadiazol-2-yl)butyl]-N-(2,2,2-trifluoroethyl)-1H-1,2,3-triazole-4-carboxamide